C1CC12CCN(CC2)C2=CC=NC=C2C(=O)N 4-(6-azaspiro[2.5]octan-6-yl)nicotinamide